dimethyl-3-methyl-2-oxo-3-phenylbutylphosphonate CC(C(C(CP([O-])([O-])=O)=O)(C1=CC=CC=C1)C)C